(R)-3-methyl-piperazine-1-carboxylic acid tert-butyl ester C(C)(C)(C)OC(=O)N1C[C@H](NCC1)C